2-[[5-[4-cyclopropyl-6-(trideuteriomethoxy)pyrimidin-5-yl]pyrazolo[4,3-d]pyrimidin-1-yl]methoxy]ethyl-trimethyl-silane C1(CC1)C1=NC=NC(=C1C=1N=CC2=C(N1)C=NN2COCC[Si](C)(C)C)OC([2H])([2H])[2H]